4-(1,1-difluoropropan-2-yl)-N-(3-(7-((4-methoxybenzyl)(methyl)amino)-1,6-naphthyridin-3-yl)-4-methylphenyl)picolinamide FC(C(C)C1=CC(=NC=C1)C(=O)NC1=CC(=C(C=C1)C)C=1C=NC2=CC(=NC=C2C1)N(C)CC1=CC=C(C=C1)OC)F